rac-5-fluoro-7-methoxy-1'-methyl-spiro[isoindoline-1,3'-pyrrolidine]-2',3-dione FC=1C=C2C(N[C@@]3(C(N(CC3)C)=O)C2=C(C1)OC)=O |r|